ClC=1C=C2C(=NC1C1=CC=C(C=C1)C1=C(C=C(C=C1)CN1CC(C1)CNCCOCCO)O)N=C(N2)SCC(=O)O 2-((6-chloro-5-(2'-hydroxy-4'-((3-(((2-(2-hydroxyethoxy)ethyl)amino)methyl)azetidin-1-yl)methyl)-[1,1'-biphenyl]-4-yl)-1H-imidazo[4,5-b]pyridin-2-yl)thio)acetic acid